ClC1=NC=C(C(=N1)NC1=C(C=CC=C1)P(C)(C)=O)C(C)C (2-((2-chloro-5-isopropylpyrimidin-4-yl)amino)phenyl)dimethylphosphine oxide